2-(2,6-dioxopiperidin-3-yl)-1-oxo-1,2,3,4-tetrahydroisoquinoline-7-sulfonyl fluoride O=C1NC(CCC1N1C(C2=CC(=CC=C2CC1)S(=O)(=O)F)=O)=O